(R)-8-(1-propenylpiperidin-3-yl)-10-(4-phenoxyphenyl)-3,4-dihydropyrazolo[4,3-e]pyrimido[1,2-c]pyrimidin-2(8H)-one C(=CC)N1C[C@@H](CCC1)N1N=C(C=2C=3N(C=NC21)CCC(N3)=O)C3=CC=C(C=C3)OC3=CC=CC=C3